NC1=NC=2C=CC(=CC2C2=C1[C@H](OC2)C)C(=O)N2[C@@H](COCC2)C2=NC=C(C=C2)C(F)(F)F ((3R)-4-amino-3-methyl-1,3-dihydrofuro[3,4-c]quinolin-8-yl)((3R)-3-(5-(trifluoromethyl)-2-pyridinyl)-4-morpholinyl)methanone